(S)-3'-chloro-2'-(1-((5-formyl-6-methoxy-3-(trifluoromethyl)pyridin-2-yl)oxy)-2,3-dihydro-1H-inden-4-yl)-6-methoxy-[2,4'-bipyridine]-5-carbaldehyde ClC=1C(=NC=CC1C1=NC(=C(C=C1)C=O)OC)C1=C2CC[C@@H](C2=CC=C1)OC1=NC(=C(C=C1C(F)(F)F)C=O)OC